ClC=1C=NC(=NC1)C12CCC(CC2C1)OC[C@@H]1N([C@@H](C[C@@H]1NS(=O)(=O)C(F)F)C)C(=O)OC(C)C isopropyl (2R,3S,5R)-2-(((6-(5-chloropyrimidin-2-yl)bicyclo[4.1.0]heptan-3-yl)oxy)methyl)-3-((difluoromethyl) sulfonamido)-5-methylpyrrolidine-1-carboxylate